CN1C[C@@H]2[C@H](C1)CC(C2)C=2SC1=C(N2)C=CC=C1 2-((3aR,5r,6aS)-2-methyloctahydrocyclopenta[c]pyrrol-5-yl)benzo[d]thiazol